ClC1=C(C=CC=C1Cl)C=1OC(=CN1)CNC1=C2C(N(C(C2=CC=C1)=O)C1C(NC(CC1)=O)=O)=O 4-(((2-(2,3-Dichlorophenyl)oxazol-5-yl)methyl)amino)-2-(2,6-Dioxopiperidin-3-yl)isoindolin-1,3-dione